CC1(CNC(C2=CC=C(C=C12)C1=CNC=2N=C(N=CC21)NC=2C=NC(=CC2)N2CCN(CC2)C)=O)C 4,4-dimethyl-6-(2-((6-(4-methylpiperazin-1-yl)pyridin-3-yl)amino)-7H-pyrrolo[2,3-d]pyrimidin-5-yl)-3,4-dihydroisoquinolin-1(2H)-one